C1(=CC=CC=C1)C1=NN2C(NC=CC2=O)=C1 2-phenylpyrazolo[1,5-a]Pyrimidin-7(4H)-one